CN1CCC(CC1)CCNC(=O)C1=NC=CN=C1 N-(2-(1-methylpiperidin-4-yl)ethyl)pyrazine-2-carboxamide